ClC=1C=C(C=CC1Cl)N1CCCN(S1(=O)=O)CC(=O)NC1C2CC3CC(CC1C3)(C2)O 2-(6-(3,4-dichlorophenyl)-1,1-dioxido-1,2,6-thiadiazinan-2-yl)-N-(5-hydroxyadamantane-2-yl)acetamide